(2R,3R,4S,5S,6R)-2-(4-(benzyloxy)phenethyloxy)-6-(hydroxymethyl)tetrahydro-2H-pyran-3,4,5-triol C(C1=CC=CC=C1)OC1=CC=C(CCO[C@@H]2O[C@@H]([C@H]([C@@H]([C@H]2O)O)O)CO)C=C1